N-ethyl-N-{2-[4-(6-fluoro-1,2-benzisoxazol-3-yl)piperidin-1-yl]ethyl}-3-hydroxypropionamide tosylate salt S(=O)(=O)(O)C1=CC=C(C)C=C1.C(C)N(C(CCO)=O)CCN1CCC(CC1)C1=NOC2=C1C=CC(=C2)F